1'-(4-chlorobenzoyl)-2-oxospiro[indoline-3,4'-piperidine]-5-carboxylic acid ClC1=CC=C(C(=O)N2CCC3(CC2)C(NC2=CC=C(C=C23)C(=O)O)=O)C=C1